CC1C2CC(CC1)C2 2-methyl-bicyclo[3.1.1]heptane